FC1=C(C=CC(=C1)C1=C2C(=NC=C1)NC(=N2)C=2C=NN(C2)C)[C@H]2[C@@H](CC2)NC(C#CC)=O N-((1R,2S)-2-(2-Fluoro-4-(2-(1-methyl-1H-pyrazol-4-yl)-3H-imidazo[4,5-b]pyridin-7-yl)phenyl)cyclobutyl)but-2-ynamide